4-methyl-3-(trifluoromethyl)-1-((3-(trifluoromethyl)bicyclo[1.1.1]pentan-1-yl)methyl)-1H-pyrazole CC=1C(=NN(C1)CC12CC(C1)(C2)C(F)(F)F)C(F)(F)F